COC(C1=CC(=C(C=C1)N)C(C)(C)C)=O 4-amino-3-tert-butylbenzoic acid methyl ester